(2S,4R)-1-(3-(cyanomethyl)benzoyl)-4-hydroxy-N-(4-(4-methylthiazol-5-yl)benzyl)pyrrolidine-2-carboxamide C(#N)CC=1C=C(C(=O)N2[C@@H](C[C@H](C2)O)C(=O)NCC2=CC=C(C=C2)C2=C(N=CS2)C)C=CC1